IC([C@](N)(C(=O)O)I)(C1=CC=C(C=C1)OC1=CC=C(C=C1)O)I Triiodo-L-Thyronin